COC1=CC=C(C=C1)COCCCNNC(OC(C)(C)C)=O tert-butyl N-[3-[(4-methoxyphenyl)methoxy]propylamino]carbamate